1,4-bis(methanesulfonyloxy)-2-butyne CS(=O)(=O)OCC#CCOS(=O)(=O)C